4-fluoro-7-methyl-N-(2-(4-methylpiperazin-1-yl)phenethyl)-1H-indole FC1=C2C=CN(C2=C(C=C1)C)CCC1=C(C=CC=C1)N1CCN(CC1)C